C(C)C=1C=C(C=CC1)S(=O)(=O)NC1=CC=C(C=C1)NCC1=CC=C(C=C1)OC 3-Ethyl-N-(4-((4-methoxybenzyl)amino)phenyl)benzensulfonamid